ClC1=CC=C(C(=N1)F)C(F)F 6-chloro-3-(difluoromethyl)-2-fluoro-pyridine